COC=1C=C2C(=NC=NC2=CC1OC)OC1=CC(=C(C=C1)C(C(=O)NC1=CC(=CC=C1)C1=CN=CO1)=O)F (4-((6,7-dimethoxyquinazolin-4-yl)oxy)-2-fluorophenyl)-N-(3-(oxazol-5-yl)phenyl)-2-oxoacetamide